2-(p-tolyl)-4,6-bis(trichloromethyl)sym-triazine C1(=CC=C(C=C1)C1=NC(=NC(=N1)C(Cl)(Cl)Cl)C(Cl)(Cl)Cl)C